niobium-silver [Ag].[Nb]